2-methylene-5-oxotrihydro-1H-pyrrolizine C=C1CC2CCC(N2C1)=O